4-(Benzyl (3-(1-(tert-butoxycarbonyl)piperidin-4-yl)propyl)(methyl)amino)piperidine-1-carboxylate C(C1=CC=CC=C1)CN(C1CCN(CC1)C(=O)[O-])CCCC1CCN(CC1)C(=O)OC(C)(C)C